(2R,6R)-4-[(1R)-1-(3-fluoro-4-methylpyridin-2-yl)-3-methoxypropyl]-6-methyl-1-(2-methylpropanoyl)-N-{[4-(1,3-oxazol-2-yl)phenyl]methyl}piperazine-2-carboxamide FC=1C(=NC=CC1C)[C@@H](CCOC)N1C[C@@H](N([C@@H](C1)C)C(C(C)C)=O)C(=O)NCC1=CC=C(C=C1)C=1OC=CN1